N1N=CC2=CC(=CC=C12)NC1=NC(=NC2=CC=CC=C12)C=1C=C(OCC(=O)N)C=CC1 2-(3-(4-(1H-indazol-5-ylamino)quinazolin-2-yl)phenoxy)acetamide